CN1N=NC(=C1C1=C2C(=NC(=C1)N1[C@@H](COCC1)C)C(=NO2)C2=CC=NN2)C (R)-7-(1,4-dimethyl-1H-1,2,3-triazol-5-yl)-5-(3-methylmorpholino)-3-(1H-pyrazol-5-yl)isoxazolo[4,5-b]pyridine